Cl.N1=CN=C(C2=C1NC=C2)NC2=CC(=C1C(NC3(N(N1C2=O)C(C=C)=O)CCCCC3)=O)C 7'-((7H-pyrrolo[2,3-d]pyrimidin-4-yl)amino)-1'-acryloyl-5'-methyl-spiro[cyclohexane-1,2'-pyrido[2,1-f][1,2,4]triazine]-4',8'(1'H,3'H)-dione hydrochloride